((2-amino-5-chlorophenyl)amino)piperidin-1-carboxylate NC1=C(C=C(C=C1)Cl)NC1N(CCCC1)C(=O)[O-]